P([O-])([O-])=O.CCC(=O)[O-].CCC(=O)O.[Al+3] aluminum di(methyl acetate) phosphonate